(1aR,5aR)-2-(2,4-Difluoro-phenyl)-1a,2,5,5a-tetrahydro-1H-2,3-diaza-cyclopropa[a]pentalene-4-carboxylic acid [1-(2-methoxy-pyridin-3-yl)-1-methyl-ethyl]-amide COC1=NC=CC=C1C(C)(C)NC(=O)C=1C=2C[C@@H]3[C@H](C2N(N1)C1=C(C=C(C=C1)F)F)C3